3,4,5-Trihydroxypentanoic acid OC(CC(=O)O)C(CO)O